(1R,3S,4S)-N-(4-fluorophenyl)-2-(6-methyl-4-(trifluoromethyl)pyridin-2-yl)-N-(3-(pyrrolidin-1-yl)propyl)-2-azabicyclo[2.2.1]heptane-3-carboxamide FC1=CC=C(C=C1)N(C(=O)[C@H]1N([C@@H]2CC[C@H]1C2)C2=NC(=CC(=C2)C(F)(F)F)C)CCCN2CCCC2